(2-chloro-2'-methylbiphenyl-3,3'-diyl)bis(5-((2-hydroxyethylamino)methyl)picolinamide) ClC1=C(C=CC=C1C=1C(=NC=C(C1)CNCCO)C(=O)N)C1=C(C(=CC=C1)C=1C(=NC=C(C1)CNCCO)C(=O)N)C